n-dodecyl (isododecyl) dodecanedioate C(CCCCCCCCCCC(=O)OCCCCCCCCCC(C)C)(=O)OCCCCCCCCCCCC